3-(4-((2-((6-ethyl-5-methylpyrazin-2-yl)amino)pyridin-4-yl)methoxy)naphthalen-1-yl)urea C(C)C1=C(N=CC(=N1)NC1=NC=CC(=C1)COC1=CC=C(C2=CC=CC=C12)NC(N)=O)C